(2S)-1-[[2,6-dimethoxy-4-[(2-methyl[1,1'-biphenyl]-3-yl)methoxy]phenyl]methyl]-2-piperidinecarboxylic acid COC1=C(C(=CC(=C1)OCC=1C(=C(C=CC1)C1=CC=CC=C1)C)OC)CN1[C@@H](CCCC1)C(=O)O